NC1=C(C=NN1CC1=CC=CC=C1)C(=O)N1C[C@@]2(CC(C1)(C)C)C1=C(NC(O2)=O)C=CC(=C1F)Cl (R)-1'-(5-Amino-1-benzyl-1H-pyrazole-4-carbonyl)-6-chloro-5-fluoro-5',5'-dimethylspiro[benzo[d][1,3]oxazine-4,3'-piperidin]-2(1H)-one